tert-butyl (2S,3S)-3-hydroxy-2-(3-(4-(4-propylphenethyl)-3-(trifluoromethyl)phenyl)-1,2,4-oxadiazol-5-yl)pyrrolidine-1-carboxylate O[C@@H]1[C@H](N(CC1)C(=O)OC(C)(C)C)C1=NC(=NO1)C1=CC(=C(C=C1)CCC1=CC=C(C=C1)CCC)C(F)(F)F